4-fluoro-3-((6-methyl-5-nitroisoquinolin-1-yl)amino)benzonitrile FC1=C(C=C(C#N)C=C1)NC1=NC=CC2=C(C(=CC=C12)C)[N+](=O)[O-]